COC=1C=CC=C2C=C(C(NC12)=O)C=O 1,2-DIHYDRO-8-METHOXY-2-OXO-3-QUINOLINECARBOXALDEHYDE